C1(CC1)S(=O)(=O)NC=1SC=C(N1)C(C(=O)NC1=NC=C(C=C1)C1=CC(=CC=C1)C(F)(F)F)(C)C 2-(2-(cyclopropanesulfonylamino)thiazol-4-yl)-2-methyl-N-(5-(3-(trifluoromethyl)phenyl)pyridin-2-yl)propanamide